C(C=1C(C(=O)OCCOC(C=C)=O)=CC=CC1)(=O)OCCOC1=CC=C(C=C1)C1=CC=CC=C1 2-([1,1'-biphenyl]-4-yloxy)ethyl (2-(acryloyloxy)ethyl) phthalate